N-[3-[5-[3-[5-(aminomethyl)pyrazol-1-yl]phenoxy]-2-(difluoromethoxy)phenyl]-1H-pyrazol-4-yl]pyrazolo[1,5-a]pyrimidine-3-carboxamide NCC1=CC=NN1C=1C=C(OC=2C=CC(=C(C2)C2=NNC=C2NC(=O)C=2C=NN3C2N=CC=C3)OC(F)F)C=CC1